4-Methoxy-6-(1H-pyrazol-1-yl)-N-((4-(trifluoromethyl)cyclohexyl)methyl)nicotinamide COC1=CC(=NC=C1C(=O)NCC1CCC(CC1)C(F)(F)F)N1N=CC=C1